The molecule is an azaarene comprising a benzene core in which one -CH group is replaced by a nitrogen atom. It is the parent compound of the class pyridines. It has a role as an environmental contaminant. It is a mancude organic heteromonocyclic parent, a monocyclic heteroarene, an azaarene and a member of pyridines. C1=CC=NC=C1